4,4-difluorocyclohexylformaldehyde FC1(CCC(CC1)C=O)F